7-[4-(4-benzyl-1-piperazinyl)butoxy]-3-acetylcoumarin oxime C(C1=CC=CC=C1)N1CCN(CC1)CCCCOC1=CC=C2C=C(C(OC2=C1)=NO)C(C)=O